C(CCCCCCCCCCCCCCC)(=O)N[C@@H](CSCCOC(CCCCCCCCCCCCCCC)=O)C(=O)N[C@H](CO)C(=O)N[C@@H](CCCCN)C(=O)N[C@@H](CCCCN)C(=O)N[C@@H](CCCCN)C(=O)N[C@@H](CCCCN)C(=O)O N-palmitoyl-S-(2-(palmitoyloxy)ethyl)-L-cysteinyl-D-seryl-L-lysyl-L-lysyl-L-lysyl-L-lysine